(4-amino-1,3-dihydrofuro[3,4-c][1,7]naphthyridin-8-yl)((3R,5S)-3-methyl-5-(6-(2,2,2-trifluoroethoxy)-3-pyridazinyl)-4-morpholinyl)methanone NC1=NC=2C=NC(=CC2C2=C1COC2)C(=O)N2[C@@H](COC[C@@H]2C=2N=NC(=CC2)OCC(F)(F)F)C